ClC1=CC(=C(CNC(=O)N2C=NC=C2)C=C1C)F N-(4-chloro-2-fluoro-5-methylbenzyl)-1H-imidazole-1-carboxamide